α-methyl-Phenylalanine C[C@](N)(CC1=CC=CC=C1)C(=O)O